C1(=CC=CC=C1)CCC1=CC=C(C=C1)N(C1=CC=C(C=C1)CCC1=CC=CC=C1)C1=CC=C(C=C1)CCC1=CC=CC=C1 tri(4-(phenylethyl)phenyl)amine